C1(CC1)N1C2=C(C=C(C1=O)C(=O)O)[C@@H](OC=1C2=NC(=C(C1)OCCCOC)OC)C(C)C (S)-10-cyclopropyl-6-isopropyl-2-methoxy-3-(3-methoxypropoxy)-9-oxo-9,10-dihydro-6H-pyrano[3,2-b:4,5-b']dipyridine-8-carboxylic acid